C(CCCCCCCCC\C=C\CCCCCC)(=O)O (11E)-11-octadecenoic acid